C1OCCC12CN(CC2)C2=NC=CC=N2 2-(2-oxa-7-azaspiro[4.4]nonan-7-yl)pyrimidin